C(C)(=O)OC1=C(N=C2N1C=C(N=C2CC2=CC=CC=C2)C2=CC=C(C=C2)C)CC=2OC(=CC2)C 8-benzyl-2-((5-methylfuran-2-yl)methyl)-6-(p-tolyl)imidazo[1,2-a]pyrazin-3-yl acetate